2-(4-hydroxyphenyl)-N,N-dimethylethylamine OC1=CC=C(C=C1)CCN(C)C